(E)-ethyl N-cyanoformimidate C(#N)/N=C/OCC